3-(3-chloro-4-(9-(3-methylbenzyl)-6-(1-methylcyclopropoxy)-9H-purin-8-yl)phenoxy)propanoic acid ClC=1C=C(OCCC(=O)O)C=CC1C=1N(C2=NC=NC(=C2N1)OC1(CC1)C)CC1=CC(=CC=C1)C